Tert-butyl (tert-butoxycarbonyl)(5-((3-((4-chloro-3-(trifluoromethyl)phenyl)sulfonamido)-5-methylpyridin-2-yl)oxy)pyrimidin-2-yl)carbamate C(C)(C)(C)OC(=O)N(C(OC(C)(C)C)=O)C1=NC=C(C=N1)OC1=NC=C(C=C1NS(=O)(=O)C1=CC(=C(C=C1)Cl)C(F)(F)F)C